FC(C1=CC2=C(C=C1)C1=C(CCNCC1)O2)(F)F 8-(trifluoromethyl)-2,3,4,5-tetrahydro-1H-benzofuro[2,3-d]azepine